C(C)(C)(C)OC(=O)N1[C@H]2CN(C[C@@H]1CC2)C2=CC(=C(C=C2)NC(=O)C=2N=CC=1N(C2)C=C(N1)C)F (1r,5s)-3-(3-fluoro-4-(2-methylimidazo[1,2-a]pyrazine-6-carboxamido)phenyl)-3,8-diazabicyclo[3.2.1]octane-8-carboxylic acid tert-butyl ester